FC(C1=NN=C(O1)C1=CC=C(C=C1)C(C)N1N=NC(=C1)C=1C=CC(=NC1)N)F 5-(1-(1-(4-(5-(difluoromethyl)-1,3,4-oxadiazol-2-yl)phenyl)ethyl)-1H-1,2,3-triazol-4-yl)pyridin-2-amine